COCOC1=C(C=CC=C1)C=1N=NC=2NC=3CCN([C@H](C3C2C1)C)C=1SC(=CN1)C1CCN(CC1)C(=O)OC(C)(C)C tert-butyl 4-[2-[(3S)-12-[2-(methoxymethoxy)phenyl]-3-methyl-4,8,10,11-tetrazatricyclo[7.4.0.02,7]trideca-1(9),2(7),10,12-tetraen-4-yl]thiazol-5-yl]piperidine-1-carboxylate